tert-butyl 1-((S*)-4-(benzyloxy)-2-fluoro-3,3-dimethyl-4-oxobutyl)-6,6-difluorotetrahydro-1H-pyrrolo[3,2-c]isoxazole-4(5H)-carboxylate C(C1=CC=CC=C1)OC(C([C@@H](CN1OCC2C1C(CN2C(=O)OC(C)(C)C)(F)F)F)(C)C)=O |o1:10|